(1-((1-(4-Bromobenzyl)-1H-imidazol-5-yl)methyl)-4-(naphthalen-1-yl)-1H-pyrrol-3-yl)(morpholino)methanone BrC1=CC=C(CN2C=NC=C2CN2C=C(C(=C2)C2=CC=CC3=CC=CC=C23)C(=O)N2CCOCC2)C=C1